FC(C1=CC=C(OC2=C3CCN(CC3=CC=C2)C2CCN(CC2)S(=O)(=O)C(F)(F)F)C=C1)(F)F 5-(4-(trifluoromethyl)phenoxy)-2-(1-((trifluoromethyl)sulfonyl)piperidin-4-yl)-1,2,3,4-tetrahydroisoquinoline